BrC=1C=C(C(=NC1)[N+](=O)[O-])O[C@H](C)C1=C(C(=CC(=C1)F)F)C1=C(C(=O)C2=NN(C(=C2)C#N)C)C=CC=N1 3-(2-(2-((R)-1-((5-bromo-2-nitropyridin-3-yl)oxy)ethyl)-4,6-difluorophenyl)nicotinoyl)-1-methyl-1H-pyrazole-5-carbonitrile